C1(CCCC1)CP(O)(=O)CC[C@H]1OC([C@H]([C@H]([C@@H]1O)O)O)OC1=CC=C(C=C1)OC cyclopentylmethyl-[2-[(2R,3S,4S,5S)-3,4,5-trihydroxy-6-(4-methoxyphenoxy)tetrahydropyran-2-yl]ethyl]phosphinic acid